N-maleyl-asparagine C(\C=C/C(=O)O)(=O)N[C@@H](CC(N)=O)C(=O)O